(Z)-3-(5-(3-(2-(4-(1-(4-hydroxyphenyl)-2-phenylbut-1-en-1-yl)phenoxy)ethoxy)propoxy)-1-oxoisoindolin-2-yl)piperidine-2,6-dione OC1=CC=C(C=C1)/C(=C(\CC)/C1=CC=CC=C1)/C1=CC=C(OCCOCCCOC=2C=C3CN(C(C3=CC2)=O)C2C(NC(CC2)=O)=O)C=C1